4-fluoro-5-((5-(3-(6-methoxypyridin-2-yl)cyclopentyl)-1H-pyrazol-3-yl)amino)-2,3-dihydrobenzo[d]isothiazole 1,1-dioxide FC1=C(C=CC2=C1CNS2(=O)=O)NC2=NNC(=C2)C2CC(CC2)C2=NC(=CC=C2)OC